8-((2-fluorobenzyl)thio)-1,3,7-trimethyl-1H-purine-2,6(3H,7H)-dione FC1=C(CSC2=NC=3N(C(N(C(C3N2C)=O)C)=O)C)C=CC=C1